OC1=C(C=C2C(=N1)NN=C2C)C(=O)[O-] 6-hydroxy-3-methyl-1H-pyrazolo[3,4-b]pyridine-5-carboxylate